CC1=C(C=C(S1)C(=O)NC1=CC(=CC=C1)NS(=O)(=O)C)C1=NC=CC=C1 5-methyl-N-(3-(methylsulfonamido)phenyl)-4-(pyridin-2-yl)thiophene-2-carboxamide